C(C(=C)C)(=O)OCCNC1=CC=C(C=2C(C3=CC=CC=C3C(C12)=O)=O)NCCOC(C(=C)C)=O 1,4-bis((2-methacryloxy-ethyl)amino)anthraquinone